C(=O)(O)C1=CC=C(C=2C(C3=C(C=CC(=C3C(C12)=O)[N+](=O)[O-])C(=O)O)=O)[N+](=O)[O-] 1,5-dicarboxy-4,8-dinitroanthraquinone